Cinnoline-3-Carboxylic Acid N1=NC(=CC2=CC=CC=C12)C(=O)O